NC=1CC(=CC2=C(N1)C=CS2)C(=O)N(CCC)CC2=CC=C(C=C2)CN 5-amino-N-(4-(aminomethyl)benzyl)-N-propyl-6H-thieno[3,2-b]azepine-7-carboxamide